NCC1=CC=C(C=C1)N1N=CC=C1C(N)=O 1-(4-(aminomethyl)phenyl)-5-carbamoyl-1H-pyrazole